C(C1=CC=CC=C1)C=1C=NC(=NC1)C(CNC=1C=NN2C1C=CC(=C2)C=2C=NN(C2)C)N 1-(5-benzyl-pyrimidin-2-yl)-N2-(6-(1-methyl-1H-pyrazol-4-yl)-pyrazolo[1,5-a]pyridin-3-yl)ethane-1,2-diamine